O=C1CNC2=C(N1CCC1CCOCC1)N=C(C=N2)C2=C1C(=NC=C2)N(C=C1)C(=O)OC(C)(C)C tert-Butyl 4-(7-oxo-8-(2-(tetrahydro-2H-pyran-4-yl)ethyl)-5,6,7,8-tetrahydropyrazino[2,3-b]pyrazin-2-yl)-1H-pyrrolo[2,3-b]pyridine-1-carboxylate